4-cyano-4-(phenylcarbonylthio)pentanoic acid C(#N)C(CCC(=O)O)(C)SC(=O)C1=CC=CC=C1